C(CCCCCCC\C=C/C[C@H](O)CCCCCC)(=O)[O-].C(CCCCCCC\C=C/C[C@H](O)CCCCCC)(=O)[O-].[Sn+2] stannous diricinoleate